C(CCCCCCCC(=O)OC(CC)CCCCCCCCC)(=O)OCC(COC(CCC(OCCCCCCCC)OCCCCCCCC)=O)CO 1-(3-((4,4-bis(octyloxy)butanoyl)oxy)-2-(hydroxymethyl)propyl) 9-(dodecan-3-yl) nonanedioate